6-((5-azaspiro[2.4]heptan-5-yl)methyl)-2-(6-(ethylamino)-4-(1-methyl-4-(4-methyl-4H-1,2,4-triazol-3-yl)-1H-pyrazol-5-yl)pyridin-2-yl)-4-(trifluoromethyl)isoindolin-1-one C1CC12CN(CC2)CC2=CC(=C1CN(C(C1=C2)=O)C2=NC(=CC(=C2)C2=C(C=NN2C)C2=NN=CN2C)NCC)C(F)(F)F